COC=1C=C(C=C(C1)OC)B(O)O.CC=1C=C(C=CC1C)B(O)O 3,4-dimethylbenzeneboronic acid compound with 3,5-dimethoxyphenylboronic acid